NCC=1C=NC(=NC1)C1=C(C=C(C#N)C=C1)OC=1N(N=C(C1)N(C)CC(C)(C)OC)C 4-[5-(aminomethyl)pyrimidin-2-yl]-3-[5-[(2-methoxy-2-methylpropyl)-methylamino]-2-methylpyrazol-3-yl]oxybenzonitrile